COC(=O)C=1C=CC2=C(CCC(CC2=O)C)C1.[N+](=O)([O-])C1=CC=C(C=C1)N1CCOCC1 4-(4-nitrophenyl)morpholine methyl-7-methyl-5-oxo-6,7,8,9-tetrahydro-5H-benzo[7]annulene-2-carboxylate